(3aS,5R,6aR)-3a-methyl-2-((tetrahydro-2H-pyran-4-yl)methyl-d2)-N-(6-(2-(trifluoromethyl)pyridin-3-yl)pyridazin-3-yl)octahydrocyclopenta[c]pyrrol-5-amine C[C@]12[C@H](CN(C1)C([2H])([2H])C1CCOCC1)C[C@H](C2)NC=2N=NC(=CC2)C=2C(=NC=CC2)C(F)(F)F